N\C(\CC1=C(C=C(C(=O)OC)C=C1F)F)=N/O methyl (Z)-4-(2-amino-2-(hydroxyimino)ethyl)-3,5-difluorobenzoate